4-[1-(4-cyclopropylphenyl)-4-(2,8-diazaspiro[4.5]decan-8-yl)-6-oxopyrimidin-2-yl]-2-fluorobenzonitrile C1(CC1)C1=CC=C(C=C1)N1C(=NC(=CC1=O)N1CCC2(CCNC2)CC1)C1=CC(=C(C#N)C=C1)F